C(CCCCCCCCCCCCCCCCC)(=O)OCC(COC(CCCCCCCCCCCCCCCCC)=O)(COCC(COC(CCCCCCCCCCCCCCCCC)=O)(CO)CO)CO dipentaerythritol tristearate